O1OBC=CC=CC=C1 dioxaboronine